N-(2-([1,4'-Bipiperidin]-1'-yl)-5-bromopyridin-3-yl)cyclopropanesulfonamide N1(CCCCC1)C1CCN(CC1)C1=NC=C(C=C1NS(=O)(=O)C1CC1)Br